N(=C=S)C1=CC=C(C=C1)C1=CC=C(C=C1)N=C=S diisothiocyanatobiphenyl